N1=CC=C(C=C1)C1=NC=NN1C1=CC=C(OCC2=NC3=CC=CC=C3C=C2)C=C1 2-[4-(5-pyridin-4-yl-[1,2,4]triazol-1-yl)-phenoxymethyl]-quinoline